CC(=CCN1C([C@](C2=CC=CC=C12)(CC=C(C)C)CC(=O)O)=O)C (R)-2-(1,3-bis(3-methylbut-2-en-1-yl)-2-oxoindol-3-yl)acetic acid